2-(1-methyl-1H-pyrazol-3-yl)-3-(pyrrolidin-3-yl)-6-(3,3,3-trifluoropropoxy)pyridine hydrochloride Cl.CN1N=C(C=C1)C1=NC(=CC=C1C1CNCC1)OCCC(F)(F)F